ClC1=C(C=C2C=NN(C2=C1)C1=CC(=C(C(=C1)O)F)F)N1CC(C1)NS(=O)(=O)C1=CC=CC=C1 N-(1-(6-Chloro-1-(3,4-difluoro-5-hydroxyphenyl)-1H-indazol-5-yl)azetidin-3-yl)benzenesulfonamide